CSC=1C=C(C=CC1)[C@@H]1CN(C[C@H]1OCC1=CC=C(C=C1)C(F)(F)F)C(=O)OC(C)(C)C tert-butyl trans-3-(3-(methylthio)phenyl)-4-((4-(trifluoromethyl)benzyl)oxy)pyrrolidine-1-carboxylate